(4-phenylphenoxy)aluminum C1(=CC=CC=C1)C1=CC=C(O[Al])C=C1